(2RS)-2-[4-(2-methylpropyl)phenyl]propionic acid CC(CC1=CC=C(C=C1)[C@H](C(=O)O)C)C |r|